2-(2,5-dihydroxyphenyl)-4(s)-ethylimidazole OC1=C(C=C(C=C1)O)C=1NC=C(N1)CC